OC1=C(C(N(C=C1C)C)=O)NC(N[C@@H](CC(=O)OCC)C=1SC=C(C1)C1=CC=CC=C1)=O ethyl (S)-3-(3-(4-hydroxy-1,5-dimethyl-2-oxo-1,2-dihydropyridin-3-yl)ureido)-3-(4-phenylthiophen-2-yl)propanoate